C(C)(=O)C(C(=O)[O-])CCCCl 2-acetyl-5-chlorovalerate